2-((4-(3-bromophenyl)-4-methyl-5-oxohexyl)oxy)-2-methylpropanoic acid BrC=1C=C(C=CC1)C(CCCOC(C(=O)O)(C)C)(C(C)=O)C